7-[5-(7-methylspiro[2H-benzofuran-3,1'-cyclopropane]-4-yl)oxypyrazin-2-yl]-5,7-diazaspiro[3.4]octane-6,8-dione CC1=CC=C(C2=C1OCC21CC1)OC=1N=CC(=NC1)N1C(NC2(CCC2)C1=O)=O